N-[4-(4-trifluoromethylphenoxy)phenyl]-7H-pyrrolo[2,3-d]pyrimidin-4-amine FC(C1=CC=C(OC2=CC=C(C=C2)NC=2C3=C(N=CN2)NC=C3)C=C1)(F)F